FC[C@@H]1CCC2=NN=C(N21)C2=CC=CC(=N2)N (S)-6-(5-(fluoromethyl)-6,7-dihydro-5H-pyrrolo[2,1-c][1,2,4]triazol-3-yl)pyridin-2-amine